N1C=[NH+]C=C1.CN1C(=NC=C1)C 1,2-dimethylimidazole, imidazolium salt